Gallium Zinc [Zn].[Ga]